O1CC(C1)NC(O[C@@H]1CC[C@H](CC1)C(N(C[C@@H]1CC[C@H](CC1)C1=CC(=C(C=C1)OC)C)C1=CC(=CC=C1)C=1C=NN(C1)C1CC1)=O)=O trans-4-((3-(1-Cyclopropyl-1H-pyrazol-4-yl)phenyl)((trans-4-(4-methoxy-3-methylphenyl)cyclohexyl)methyl) carbamoyl)cyclohexyl oxetan-3-ylcarbamate